OC1=C2C=CC(=NC2=C(N=C1C(=O)OC)I)C1=CC=CC=C1 Methyl 5-hydroxy-8-iodo-2-phenyl-1,7-naphthyridine-6-carboxylate